N1C=NC(=C1)CNC1=CSC=C1C1=NC=CN=C1 N-((1H-imidazol-4-yl)methyl)-4-(pyrazin-2-yl)thiophen-3-amine